C[C@@H]1[C@H]([C@@H](C2=NC=CC=C2O1)CNC(OCC1=CC=CC=C1)=O)C |r| rac-benzyl {[(2R,3S,4R)-2,3-dimethyl-3,4-dihydro-2H-pyrano[3,2-b]pyridin-4-yl]methyl}carbamate